4-(trifluoromethyl)phenyldichloroethoxysilane tert-butyl(3-cyano-4-(5,5-dimethyl-1,3,2-dioxaborinan-2-yl)-6,7-difluorobenzo[b]thiophen-2-yl)carbamate C(C)(C)(C)N(C(O)=O)C1=C(C2=C(S1)C(=C(C=C2B2OCC(CO2)(C)C)F)F)C#N.FC(C2=CC=C(C=C2)[SiH2]OCC(Cl)Cl)(F)F